(+/-)-(1S,3S)-3-(4-(4-((3-cyclopentyl-3-methylureido)methyl)-3-methylisothiazol-5-yl)phenoxy)cyclohexane-1-carboxylic acid isopropyl ester C(C)(C)OC(=O)[C@@H]1C[C@H](CCC1)OC1=CC=C(C=C1)C1=C(C(=NS1)C)CNC(=O)N(C)C1CCCC1 |r|